(S)-6-(5-(difluoromethyl)pyridin-2-yl)-7,8-difluoro-2-(4-((6-oxo-5-(trifluoromethyl)-1,6-dihydropyridazin-4-yl)amino)pentyl)isoquinolin-1(2H)-one FC(C=1C=CC(=NC1)C=1C=C2C=CN(C(C2=C(C1F)F)=O)CCC[C@H](C)NC=1C=NNC(C1C(F)(F)F)=O)F